1-((1-(2-(4-Fluorophenyl)-2-oxoethyl)piperidin-4-yl)methyl)-1-methyl-3-((5-methylpyridin-2-yl)methyl)urea FC1=CC=C(C=C1)C(CN1CCC(CC1)CN(C(=O)NCC1=NC=C(C=C1)C)C)=O